3-{6-[(1H-indazol-5-yl)(methyl)amino]imidazo[1,2-b]pyridazin-3-yl}-N-(4-methylbenzyl)-1,2,4-oxadiazole-5-carboxamide N1N=CC2=CC(=CC=C12)N(C=1C=CC=2N(N1)C(=CN2)C2=NOC(=N2)C(=O)NCC2=CC=C(C=C2)C)C